OC(C(OC)OC)CCC 2-hydroxy-1,1-dimethoxy-pentan